tert-butyl 4-(2-(pyrrolidin-1-yl) pyridin-4-yl)-5,6-dihydropyridine-1(2H)-carboxylate N1(CCCC1)C1=NC=CC(=C1)C1=CCN(CC1)C(=O)OC(C)(C)C